CS(=O)(=O)C=1N=CC=2C(N(C=3N(C2N1)CCN3)C(C)C)=O 2-methanesulfonyl-6-isopropyl-8,9-dihydroimidazo[1,2-a]pyrimido[5,4-e]pyrimidin-5(6H)-one